2-cyclopropyl-6-[(dimethylamino)methyl]-N-(3-{3-[(4-methyl-1,2,4-triazol-3-yl)methyl]oxetan-3-yl}phenyl)pyrimidine-4-carboxamide C1(CC1)C1=NC(=CC(=N1)C(=O)NC1=CC(=CC=C1)C1(COC1)CC1=NN=CN1C)CN(C)C